5-(2,2-difluorocyclopropyl)-7-(phenylsulfonyl)-3,7-dihydro-4H-pyrrolo[2,3-d]pyrimidin-4-one FC1(C(C1)C1=CN(C=2N=CNC(C21)=O)S(=O)(=O)C2=CC=CC=C2)F